C1N(CC2=CC=CC=C12)C(C)C=1OC=C(C(C1)=O)OCC1=CC=C(C=C1)S(=O)(=N)C 2-(1-(isoindolin-2-yl)ethyl)-5-((4-(S-methylsulphonimidoyl)benzyl)oxy)-4H-pyran-4-one